rac-(1R,6R)-2-(6-((4-chloro-2-fluorobenzyl)oxy)pyridin-2-yl)-2,5-diazabicyclo[4.2.0]octane dihydrochloride Cl.Cl.ClC1=CC(=C(COC2=CC=CC(=N2)N2[C@@H]3CC[C@H]3NCC2)C=C1)F |r|